C(#N)C=1C(=CC(=NC1)NC(=O)C1=CN(C=2C1=NC(=C(C2)CN2C(CN(CC2)C)=O)C2OCCO2)C(C)C)NCCOC N-(5-cyano-4-((2-methoxyethyl)amino)pyridin-2-yl)-5-(1,3-dioxolan-2-yl)-6-((4-methyl-2-oxopiperazin-1-yl)methyl)-1-isopropyl-1H-pyrrolo[3,2-b]pyridine-3-carboxamide